6-(hexahydropyrrolo[1,2-a]pyrazin-2(1H)-yl)-3-(2-methylbenzyl)isobenzofuran-1(3H)-one C1C2N(CCN1C1=CC=C3C(OC(C3=C1)=O)CC1=C(C=CC=C1)C)CCC2